6-(2H-1,2,3-triazol-2-yl)-3-amino-5-chloropyridine N=1N(N=CC1)C1=C(C=C(C=N1)N)Cl